potassium diborate B([O-])([O-])OB([O-])[O-].[K+].[K+].[K+].[K+]